NC=1C=CC(=C2CN(C(C12)=O)CC(C(=O)N)=C)C=1C=C2C(=NNC2=CC1)C1CC1 2-{[7-amino-4-(3-cyclopropyl-1H-indazol-5-yl)-1-oxo-2,3-dihydro-1H-isoindol-2-yl]methyl}prop-2-enamide